aluminum-sodium salt [Na].[Al]